ethyl-N2-methyl-1H-pyrrole-2,5-dicarboxamide C(C)N1C(=CC=C1C(=O)N)C(=O)NC